C(C)(C)(C)C1=C(C2=C(N=CN=C2OC2=C(C=CC=C2OC(F)(F)F)F)S1)N(CC)CC 6-(tert-Butyl)-N,N-diethyl-4-(2-fluoro-6-(trifluoromethoxy)phenoxy)thieno[2,3-d]pyrimidin-5-amine